phenyl(carbazolyl)(phenylcarbazolyl)indolocarbazole C1(=CC=CC=C1)C1=C(C(=C2C(=C1)N=C1C=CC3=C4C=CC=CC4=NC3=C12)C1=C(C=CC=2C3=CC=CC=C3NC12)C1=CC=CC=C1)C1=CC=CC=2C3=CC=CC=C3NC12